6-(3-aminopropylamino)-8,10-difluoro-12H-thiochromeno[2,3-c]quinolin-12-one NCCCNC1=NC2=CC=CC=C2C2=C1SC=1C(=CC(=CC1C2=O)F)F